CON=C1CCCC2=CC(=CC=C12)OC 6-methoxy-3,4-dihydronaphthalen-1(2H)-one-methyloxime